6-((5-fluoropyridin-2-yl)amino)-1-(2-(methylsulfonyl)phenyl)-1,2-dihydro-3H-pyrazolo[4,3-c]pyridin-3-one FC=1C=CC(=NC1)NC1=CC2=C(C=N1)C(NN2C2=C(C=CC=C2)S(=O)(=O)C)=O